FC=1C=C(C(=O)N(C)CC=2N=NN(C2)[C@H](CC2=CC=3CCCCC3C=C2)CC(=O)NO)C=CC1F (R)-3,4-difluoro-N-((1-(4-(hydroxyamino)-4-oxo-1-(5,6,7,8-tetrahydronaphthalen-2-yl)butan-2-yl)-1H-1,2,3-triazol-4-yl)methyl)-N-methylbenzamide